difluorotrimethylsilanolate FC([Si]([O-])(C)C)F